C1=CC=CC=2C3=CC=CC=C3C(C12)COC(=O)N[C@H](C(=O)OC)CCO methyl (2S)-2-({[(9H-fluoren-9-yl)methoxy]carbonyl}amino)-4-hydroxybutanoate